cis-3-(methoxymethyl)cyclobutan-1-amine COC[C@H]1C[C@H](C1)N